4-oxo-4-imino-1,4-azathiolane O=S1(CCNC1)=N